C(C)(C)(C)C1=CC=C(CN2N=C(N(C2=O)CC)CCCC=2C=C(C=CC2)C2=CC(=CC=C2OCC)CC(=O)O)C=C1 2-(3'-(3-(1-(4-(tert-butyl)benzyl)-4-ethyl-5-oxo-4,5-dihydro-1H-1,2,4-triazol-3-yl)propyl)-6-ethoxy-[1,1'-biphenyl]-3-yl)acetic acid